C(CC)N1C(C=CC1=O)=O N-n-propyl-maleimide